3,4-methylenedioxyamphetamine C1OC=2C=C(CC(N)C)C=CC2O1